methyl 2-(4'-fluoro-N-methyl-[1,1'-biphenyl]-3-carboxamido)-5-oxo-5H-thieno[3,2-b]pyran-6-carboxylate FC1=CC=C(C=C1)C1=CC(=CC=C1)C(=O)N(C)C1=CC=2OC(C(=CC2S1)C(=O)OC)=O